3,6-difluoro-5-(4,4,5,5-tetramethyl-1,3,2-dioxaborolan-2-yl)pyridin-2-amine FC=1C(=NC(=C(C1)B1OC(C(O1)(C)C)(C)C)F)N